BrC=1C=NC2=C(C=C(C=C2C1)OC(C(=O)NC(C)(C)C1=NC=CC=C1)CC)Cl (+)-2-((3-bromo-8-chloroquinolin-6-yl)oxy)-N-(2-(pyridin-2-yl)propan-2-yl)butanamide